C(C)NC(=O)NC=1C=C(C=CC1)OB(O)O [3-(ethylcarbamoylamino)phenyl]Boric acid